3-methyl-1-methylsulfonyl-pyrazol-4-amine CC1=NN(C=C1N)S(=O)(=O)C